4-(2-acrylamidoethylcarbamoyl)-3-fluorobenzeneboronic acid C(C=C)(=O)NCCNC(=O)C1=C(C=C(C=C1)B(O)O)F